7-chlorothiazolo[5,4-d]pyrimidine ClC=1C2=C(N=CN1)SC=N2